3-((3-fluoro-4-(5-(trifluoromethyl)-1,2,4-oxadiazol-3-yl)benzyl)amino)-4-((4-fluorophenyl)amino)cyclobut-3-ene-1,2-dione FC=1C=C(CNC=2C(C(C2NC2=CC=C(C=C2)F)=O)=O)C=CC1C1=NOC(=N1)C(F)(F)F